N[C@@H](CC(C)C)C(=O)OCCCCCCCC octyl L-leucinate